rel-tert-butyl ((1R,2S)-1-(hydroxymethyl)-2-vinylcyclopropyl)carbamate OC[C@@]1([C@@H](C1)C=C)NC(OC(C)(C)C)=O |o1:2,3|